C(=O)(O)CCC1=CC=CC=2N=CNC21 4-(2-carboxyethyl)benzimidazole